ethyl 3-methyl-2-oxopiperidine-3-carboxylate CC1(C(NCCC1)=O)C(=O)OCC